2-Methyl-2-[3-(2H-benzotriazol-2-yl)-4-hydroxyphenyl]ethyl methacrylate C(C(=C)C)(=O)OCC(C1=CC(=C(C=C1)O)N1N=C2C(=N1)C=CC=C2)C